Ethyl 2-(2-chloro-1,3-thiazol-4-yl)-2,2-difluoroacetate ClC=1SC=C(N1)C(C(=O)OCC)(F)F